COC1=CC=C(C=CC=2OC(=NN2)C(Cl)(Cl)Cl)C=C1 2-(4-methoxystyryl)-5-trichloromethyl-1,3,4-oxadiazole